2-((4-Chloro-2-fluorobenzyl)oxy)-3-(piperidin-4-yl)pyridine ClC1=CC(=C(COC2=NC=CC=C2C2CCNCC2)C=C1)F